5-(((5-fluoro-1H-indazol-6-yl)oxy)methyl)isoxazole FC=1C=C2C=NNC2=CC1OCC1=CC=NO1